C1(CC1)CN1N=CC=2C1=NC(=NC2NC=2N=CN(C2)C2=CC(=C(C(=C2)OC)OC)OC)C(C)C 1-(cyclopropylmethyl)-6-isopropyl-N-(1-(3,4,5-trimethoxyphenyl)-1H-imidazol-4-yl)-1H-pyrazolo[3,4-d]pyrimidin-4-amine